tert-Butyl (2S)-2-((3-((5-(2-(2,6-dioxopiperidin-3-yl)-1-oxoisoindolin-4-yl)pent-4-yn-1-yl)(methyl)amino)-3-oxopropyl)(4-(thiazol-2-yl)phenyl)carbamoyl)pyrrolidine-1-carboxylate O=C1NC(CCC1N1C(C2=CC=CC(=C2C1)C#CCCCN(C(CCN(C(=O)[C@H]1N(CCC1)C(=O)OC(C)(C)C)C1=CC=C(C=C1)C=1SC=CN1)=O)C)=O)=O